FC(C=1C=C(C=CC1)C1=NN=C(O1)NC(C1=CC=C(C=C1)SC(F)(F)F)=O)(F)F N-(5-(3-(trifluoromethyl)phenyl)-1,3,4-oxadiazol-2-yl)-4-((trifluoromethyl)thio)benzamide